FC(C1=C(C=C2CCCN(C2=C1)C1=NN(C2=C1CN(CC2)C(C)=O)C2CCNCC2)C=2C=NN(C2)C)F 1-[3-[7-(difluoromethyl)-6-(1-methylpyrazol-4-yl)-3,4-dihydro-2H-quinolin-1-yl]-1-(4-piperidyl)-6,7-dihydro-4H-pyrazolo[4,3-c]pyridin-5-yl]ethanone